C(N)(OC1=CC=CC=C1)=O phenyl carbamate